C(C)(C)(C)[Si](OC1CC(CC1)O)(C)C (+/-)-3-(tert-butyl-dimethyl-silanyloxy)-cyclopentanol